1'-(2-hydroxyethyl)-6-nitrospiro[2H-1-benzopyran-2,2'-indoline] OCCN1C2(CC3=CC=CC=C13)OC1=C(C=C2)C=C(C=C1)[N+](=O)[O-]